NC1=NC=NC=2N(C3=C(C=CC=C3C21)F)CC(=O)N2[C@@H]1C[C@@]1(C[C@H]2C(=O)NC2=NC(=CC=C2)Br)C (1R,3S,5R)-2-(2-(4-amino-8-fluoro-9H-pyrimido[4,5-b]indol-9-yl)acetyl)-N-(6-bromopyridin-2-yl)-5-methyl-2-azabicyclo[3.1.0]hexane-3-carboxamide